1-(9Z,12Z-heptadecadienoyl)-2-(6Z,9Z,12Z-octadecatrienoyl)-glycero-3-phospho-(1'-sn-glycerol) CCCCC/C=C\C/C=C\C/C=C\CCCCC(=O)O[C@H](COC(=O)CCCCCCC/C=C\C/C=C\CCCC)COP(=O)(O)OC[C@H](CO)O